BrC1=CC(=C(O[C@@H](C(=O)O)COC)C=C1)C1CC1 (R)-2-(4-bromo-2-cyclopropylphenoxy)-3-methoxypropanoic acid